N-[4-(2,5-difluorophenyl)-2-(4,4-difluoro-1-piperidyl)-3-pyridyl]-2-isopropyl-pyrimidine-5-carboxamide FC1=C(C=C(C=C1)F)C1=C(C(=NC=C1)N1CCC(CC1)(F)F)NC(=O)C=1C=NC(=NC1)C(C)C